ClC1=C(C=CC=C1)C1=C(C=NO1)C(=O)NC1=CC(=CC=C1)N(C)C 5-(2-chlorophenyl)-N-(3-dimethylaminophenyl)isoxazole-4-carboxamide